3-chloro-6-(3-chloro-2-fluorophenyl)-2-(3-methylbenzyl)-2,4,5,6-tetrahydro-7H-pyrazolo[3,4-c]pyridin-7-one ClC=1N(N=C2C(N(CCC21)C2=C(C(=CC=C2)Cl)F)=O)CC2=CC(=CC=C2)C